C(C)(C)N(C(=O)C1=C(OC=2C(=NC=NC2)N2C[C@@H](CC2)CN2CC3(C2)CCN(CC3)S(=O)(=O)N3CCNCCC3)C=CC(=C1)F)C(C)C (S)-4-((2-((1-(5-(2-(diisopropylcarbamoyl)-4-fluorophenoxy)pyrimidine-4-yl)pyrrolidin-3-yl)methyl)-2,7-diazaspiro[3.5]nonan-7-yl)sulfonyl)-1,4-diazepane